CC(COC1=CC=C(C=C1)C1=CC=CN2C1=NS(CC2)(=O)=O)C 9-[4-(2-methylpropoxy)phenyl]-3,4-dihydropyrido[2,1-c][1,2,4]thiadiazine 2,2-dioxide